(6-(2-hydroxy-2-methylpropyloxy)-4-(6-(6-((6-methoxypyridin-3-yl)methyl)-3,6-diazabicyclo[3.1.1]heptan-3-yl)pyridin-3-yl)pyrazolo[1,5-a]pyridin-3-yl)dimethylphosphine oxide OC(COC=1C=C(C=2N(C1)N=CC2P(C)(C)=O)C=2C=NC(=CC2)N2CC1N(C(C2)C1)CC=1C=NC(=CC1)OC)(C)C